C(CCCCCCCCC)NC(C)=O N-decyl-acetamide